2-(5-(3-chlorophenyl)pyridin-3-yl)acetic acid ethyl ester C(C)OC(CC=1C=NC=C(C1)C1=CC(=CC=C1)Cl)=O